C(C(O)C)(=O)[O-].[Ba+2].C(C(O)C)(=O)[O-] barium DL-lactate